myristyl stearate stearyl-isostearate C(CCCCCCCCCCCCCCCCC)OC(CCCCCCCCCCCCCCC(C)C)=O.C(CCCCCCCCCCCCCCCCC)(=O)OCCCCCCCCCCCCCC